COC1=CC=C(C=C1)C(OC[C@]1(O[C@H](CN(C1)C1CCCCC1)N1C=2N=C(NC(C2N=C1)=O)NC(C(C)C)=O)CO)(C1=CC=CC=C1)C1=CC=C(C=C1)OC N-[9-[(2R,6R)-6-[[bis(4-methoxyphenyl)-phenyl-methoxy]methyl]-4-cyclohexyl-6-(hydroxymethyl)morpholin-2-yl]-6-oxo-1H-purin-2-yl]-2-methyl-propanamide